8-ethyl-3-{[4-(4-morpholinyl)-1-piperidinyl]methyl}-N-(1-phenylcyclopropyl)-2-[3-(trifluoromethyl)phenyl]-4-quinolinecarboxamide C(C)C=1C=CC=C2C(=C(C(=NC12)C1=CC(=CC=C1)C(F)(F)F)CN1CCC(CC1)N1CCOCC1)C(=O)NC1(CC1)C1=CC=CC=C1